Dibutyl-Thiouronium C(CCC)[N+](=C(S)N)CCCC